2-(1-phenyloctyl)malononitrile C1(=CC=CC=C1)C(CCCCCCC)C(C#N)C#N